C(C)C(C1=CC(=C(C(=C1)C(C)(C)C)O)C(C)(C)C)(P([O-])([O-])=O)CC Diethyl-3,5-ditert-butyl-4-hydroxy-benzylphosphonat